6-chloro-3-(4,4,5,5-tetramethyl-1,3,2-dioxaborolan-2-yl)-1-((2-(trimethylsilyl)ethoxy)methyl)-1H-pyrazolo[3,4-b]pyridine ClC1=CC=C2C(=N1)N(N=C2B2OC(C(O2)(C)C)(C)C)COCC[Si](C)(C)C